ClC1=C(CN2N=C(C3=CC=CC=C23)C2=CC=C(C(=O)NN)C=C2)C=CC(=C1)F 4-(1-(2-chloro-4-fluorobenzyl)-1H-indazol-3-yl)benzoyl-hydrazine